4-bromo-2-(3-(2-((1,5-dimethyl-1H-pyrazol-3-yl)amino)-5-methylpyrimidin-4-yl)-1H-indol-7-yl)-7-fluoroisoindolin-1-one BrC1=C2CN(C(C2=C(C=C1)F)=O)C=1C=CC=C2C(=CNC12)C1=NC(=NC=C1C)NC1=NN(C(=C1)C)C